CC(C)(C)OC(=O)C[C@@H](C(=O)O)N L-aspartic acid β-tert-butyl ester